[F-].[Ce+3].[F-].[F-] Cerium fluorid